N(N)C1=NC=C(C=N1)C(F)(F)F 2-hydrazino-5-(trifluoromethyl)pyrimidine